tert-butyl (3R)-3-[(2S)-3-[5-(2-aminoethoxy)pyridin-3-yl]-1-(tert-butoxy)-1-oxopropane-2-yl]pyrrolidine-1-carboxylate NCCOC=1C=C(C=NC1)C[C@H](C(=O)OC(C)(C)C)[C@@H]1CN(CC1)C(=O)OC(C)(C)C